OC1=C(C(=CC(=C1)O)C1=CC=C(C=C1)O)C(=O)O 3,4',5-trihydroxy[1,1'-biphenyl]-2-carboxylic acid